O=C1NC=C(C2=CC=CC=C12)C(C)NCCCNC(OC(C)(C)C)=O tert-Butyl (3-((1-(1-oxo-1,2-dihydroisoquinolin-4-yl)ethyl)amino)propyl)carbamate